3-(5-amino-2-methyl-4-oxoquinazolin-3-yl)piperidine-2,6-dione tert-Butyl-4-(2-(nonylamino)ethyl)piperazine-1-carboxylate C(C)(C)(C)OC(=O)N1CCN(CC1)CCNCCCCCCCCC.NC1=C2C(N(C(=NC2=CC=C1)C)C1C(NC(CC1)=O)=O)=O